C(C)(C)(C)OC(=O)NC1(CC1)C1=CC=C(C=C1)B(O)O (4-(1-((tert-butoxycarbonyl)amino)cyclopropyl)phenyl)boronic acid